(2-(3-amino-N-methyl-4-(p-tolylamino)benzamido)ethyl)carbamic acid NC=1C=C(C(=O)N(C)CCNC(O)=O)C=CC1NC1=CC=C(C=C1)C